1-(5-(5-chloro-2-methoxypyridin-4-yl)-1H-pyrazole-3-carbonyl)-N-((2-oxoindolin-5-yl)methyl)piperidine-4-carboxamide ClC=1C(=CC(=NC1)OC)C1=CC(=NN1)C(=O)N1CCC(CC1)C(=O)NCC=1C=C2CC(NC2=CC1)=O